4-((2S,5R)-4-(1-(3,4-difluorophenyl)propyl)-5-ethyl-2-methylpiperazin-1-yl)-1-methyl-2-oxo-1,2-dihydropyrido[3,2-d]Pyrimidine-6-carbonitrile FC=1C=C(C=CC1F)C(CC)N1C[C@@H](N(C[C@H]1CC)C=1C2=C(N(C(N1)=O)C)C=CC(=N2)C#N)C